ClC1=NC(=NC(=C1)C)NC(=O)NC1=CC(=C(C=C1)OC(F)(F)F)C 1-(4-chloro-6-methylpyrimidin-2-yl)-3-(3-methyl-4-(trifluoromethoxy)phenyl)urea